3-(1-(4-aminophenyl)-1H-1,2,3-triazol-4-yl)phenyl sulfurofluoridate S(OC1=CC(=CC=C1)C=1N=NN(C1)C1=CC=C(C=C1)N)(=O)(=O)F